3'-O-methyl-quercetin COC=1C=C(C=2OC=3C=C(C=C(C3C(C2O)=O)O)O)C=CC1O